(2S)-3-[3-[[3-[(2S)-2-carboxy-2-[(3R)-pyrrolidin-3-yl]ethyl]anilino]methyl]phenyl]-2-[(3R)-pyrrolidin-3-yl]propanoic acid C(=O)(O)[C@@H](CC=1C=C(NCC=2C=C(C=CC2)C[C@H](C(=O)O)[C@@H]2CNCC2)C=CC1)[C@@H]1CNCC1